COC(=O)C1=CC=C2C(=N1)N(C(=N2)CN2CCC(CC2)C=2C=CC=C1C=C[C@](OC21)([2H])C2=C(C=C(C=C2)Cl)F)C[C@H]2OCC2 2-((4-((R)-2-(4-chloro-2-fluorophenyl)-2H-chromene-8-yl-2-d)piperidin-1-yl)methyl)-3-(((S)-Oxetan-2-yl)methyl)-3H-imidazo[4,5-b]pyridine-5-carboxylic acid methyl ester